2-(2'-hydroxy-3'-methyl-5'-tert-butylphenyl)-5-chlorobenzotriazole OC1=C(C=C(C=C1C)C(C)(C)C)N1N=C2C(=N1)C=CC(=C2)Cl